1-(2-(3,8-diazabicyclo[3.2.1]octan-8-yl)-6,7-dihydrothiazolo[5,4-c]pyridin-5(4H)-yl)-2-(2,4-difluorophenyl)ethan-1-one C12CNCC(CC1)N2C=2SC=1CN(CCC1N2)C(CC2=C(C=C(C=C2)F)F)=O